NC1=C(C=C(C=C1)OC)C(C)=O 1-(2-amino-5-methoxyphenyl)ethanone